CC=1C=CC=2N(C1)C=C(N2)C2=CC=C(C=C2)C 6-methyl-2-(4-methylphenyl)imidazo[1,2-a]pyridine